racemic-2-((4-(4-chloro-2-fluorophenyl)-2,3,9-trimethyl-6H-thieno[3,2-f][1,2,4]triazolo[4,3-a][1,4]diazepin-6-yl)methyl)oxazole ClC1=CC(=C(C=C1)C1=N[C@@H](C=2N(C3=C1C(=C(S3)C)C)C(=NN2)C)CC=2OC=CN2)F |r|